1-(4-(3-HYDROXYTETRAHYDROFURAN-3-YL)PYRIDIN-2-YL)-N-(1-METHYL-1H-INDAZOL-7-YL)-1H-PYRAZOLE-4-SULFONAMIDE OC1(COCC1)C1=CC(=NC=C1)N1N=CC(=C1)S(=O)(=O)NC=1C=CC=C2C=NN(C12)C